1,1-bis(3-thietanylthio)methane S1CC(C1)SCSC1CSC1